COC(CC1=CC(=C(C=C1)C1=CSC=C1)F)=O 2-(3-fluoro-4-(thien-3-yl)phenyl)acetic acid methyl ester